N1(CCC1)CC1=C(CN(C(C2=CC=CC=C2)=O)CC(NC=2C=C3CC4(C(NC5=NC=CC=C54)=O)CC3=CC2)=O)C=CC=C1 N-(2-(Azetidin-1-ylmethyl)benzyl)-N-(2-oxo-2-((2'-oxo-1,1',2',3-tetrahydrospiro[indene-2,3'-pyrrolo[2,3-b]pyridin]-5-yl)amino)ethyl)benzamide